FC=1C=C(C=CC1OC1=CC=NC2=CC=C(N=C12)OC)NC(=O)C=1C=NC(=C(C1O)C1=CC=C(C=C1)F)C N-[3-fluoro-4-[(6-methoxy-1,5-naphthyridin-4-yl)oxy]phenyl]-5-(4-fluorophenyl)-4-hydroxy-6-methylpyridine-3-carboxamide